FC=1C=C2NC(C=3N(C2=C(C1C1=C2C=CN(C2=CC=C1)CCNC(C(C)(F)F)=O)F)C(=NN3)C)(C)C N-[2-[4-(7,9-Difluoro-1,4,4-trimethyl-5H-[1,2,4]triazolo[4,3-a]quinoxalin-8-yl)-1H-indol-1-yl]-ethyl]-2,2-difluoro-propionamide